6-((5-bromo-2-((2-methoxy-5-(1-Methyl-1H-pyrazol-4-yl)-4-(3,9-diazaspiro[5.5]undecan-3-yl)phenyl)amino)pyrimidin-4-yl)amino)quinoline BrC=1C(=NC(=NC1)NC1=C(C=C(C(=C1)C=1C=NN(C1)C)N1CCC2(CC1)CCNCC2)OC)NC=2C=C1C=CC=NC1=CC2